lithium benzyl-methoxide C(C1=CC=CC=C1)C[O-].[Li+]